C1(=CC=CC=C1)[P@](OC1=C(C=C(C=C1)OC)OC)(OC1=C(C=CC=C1[N+](=O)[O-])C)=O 2,4-dimethoxyphenyl (2-methyl-6-nitrophenyl) (R)-phenylphosphonate